N-(1-(4-cyclohexylphenyl)piperidin-4-yl)quinazolin-4-amine C1(CCCCC1)C1=CC=C(C=C1)N1CCC(CC1)NC1=NC=NC2=CC=CC=C12